C(#N)C[C@@H]1N(CCN(C1)C=1C2=C(N=C(N1)OC[C@H]1CN(C(CO1)(C)C)C)CN(CC2)C2=CC=CC1=CC=CC=C21)C(=O)OCC2=CC=CC=C2 benzyl (S)-2-(cyanomethyl)-4-(7-(naphthalen-1-yl)-2-(((R)-4,5,5-trimethylmorpholin-2-yl)methoxy)-5,6,7,8-tetrahydropyrido[3,4-d]pyrimidin-4-yl)piperazine-1-carboxylate